C(CC)OC(\C(=C(/C(=O)OCCC)\C)\C)=O 2,3-dimethylmaleic acid dipropyl ester